CN1C=NC2=CC=C(C(=C2C1=O)C)SCCC(=O)OCC(CCCC)CC 2-ethylhexyl 3-((3,5-dimethyl-4-oxo-3,4-dihydroquinazolin-6-yl)thio)propanoate